(9H-fluoren-9-yl)methyl ((S)-1-(((S)-1-((4-(aminomethyl)phenyl)amino)-1-oxopropan-2-yl)amino)-3-methyl-1-oxobutan-2-yl)carbamate 2,2,2-trifluoroacetate FC(C(=O)O)(F)F.NCC1=CC=C(C=C1)NC([C@H](C)NC([C@H](C(C)C)NC(OCC1C2=CC=CC=C2C=2C=CC=CC12)=O)=O)=O